m-methoxybenzoyl-hydrazine COC=1C=C(C(=O)NN)C=CC1